C(=C)[Si]1(O[Si](O[Si](O[Si](O1)(C)C=C)(C)C)(C)C)C 2,4-divinyl-2,4,6,6,8,8-hexamethylcyclotetrasiloxane